CN(C)C(C(C)O)(O)N(C)C Bis(dimethylamino)-2-hydroxypropanol